CC1(OCC(N(C1)C(=O)OC(C)(C)C)C(=O)OC)C 4-(tert-butyl) 3-methyl 6,6-dimethylmorpholine-3,4-dicarboxylate